4-((8,8-dimethyl-1-oxaspiro[4.5]dec-2-yl)oxy)butan-1-ol zirconium N,N-diethyl-3-oxobutyramidate C(C)N(C(CC(C)=O)=O)CC.[Zr].CC1(CCC2(CCC(O2)OCCCCO)CC1)C